C(C)(C)NC(OC1CCC(CC1)C1=CC(=NN1)NC1=CC2=C(CNS2(=O)=O)C=C1)=O (1s,4s)-4-(3-((1,1-dioxido-2,3-dihydrobenzo[d]isothiazol-6-yl)amino)-1H-pyrazol-5-yl)cyclohexyl isopropylcarbamate